C1(CC1)CNC1=C(C=C(C=C1)S(=O)(=O)CC)C1=CN(C(C2=CC(=CC=C12)F)=O)C 4-[2-(cyclopropylmethylamino)-5-ethyl-sulfonylphenyl]-7-fluoro-2-methylisoquinolin-1-one